6-(2'-hexyldecanoyloxy)hexanal C(CCCCC)C(C(=O)OCCCCCC=O)CCCCCCCC